[Cr](=O)([O-])([O-])=O.[Na+].[Na+] sodium chromite oxide